[Li].C(C1=CC=CC=C1)N(CC1=CC=CC=C1)CN1C(COCC1)=S ((dibenzylamino)methyl)morpholine-3-thione lithium